Dibenzothiophenium C1=CC=CC=2[SH+]C3=C(C21)C=CC=C3